ClC=1C=C(C=CC1F)[C@@H]1N(OCC1)C1=CC(=NC=N1)NC=1C(=CC(=C(C1)NC(C=C)=O)N1CCN(CC1)C)OC N-(5-((6-((R)-3-(3-chloro-4-fluorophenyl)isoxazolidine-2-yl)pyrimidine-4-yl)amino)-4-methoxy-2-(4-methylpiperazine-1-yl)phenyl)acrylamide